N-(2-cyclobutyl-4-(2,5-difluorophenyl)pyridin-3-yl)-2-isopropylpyrimidine-5-carboxamide C1(CCC1)C1=NC=CC(=C1NC(=O)C=1C=NC(=NC1)C(C)C)C1=C(C=CC(=C1)F)F